Cl.FC(OCC1CNC1)(F)F 3-((trifluoromethoxy)methyl)azetidine hydrochloride